6-[2-(4-benzo[d]isothiazol-3-yl-piperazin-1-yl)-ethyl]-2,5-dimethyl-6H-pyrazolo[1,5-c]pyrimidin-7-one S1N=C(C2=C1C=CC=C2)N2CCN(CC2)CCN2C(N1C(C=C2C)=CC(=N1)C)=O